3-t-butyl-9,10-bis(naphthalen-2-yl)anthracene ethyl-methacrylate C(C)OC(C(=C)C)=O.C(C)(C)(C)C=1C=CC2=C(C3=CC=CC=C3C(=C2C1)C1=CC2=CC=CC=C2C=C1)C1=CC2=CC=CC=C2C=C1